7-METHYLINDOLE-3-CARBOXALDEHYDE CC=1C=CC=C2C(=CNC12)C=O